8-bromo-7-[(2-chloro-5-fluorophenyl)carbonyl]-6-nitro-1,2,3,4-tetrahydroquinolin-2-one BrC=1C(=C(C=C2CCC(NC12)=O)[N+](=O)[O-])C(=O)C1=C(C=CC(=C1)F)Cl